8-[1-(2,2-difluoroethyl)-1H-pyrazolo[3,4-b]pyrazin-6-yl]-2-(2-methoxyethyl)-2,8-diazaspiro[4.5]decan-1-one FC(CN1N=CC=2C1=NC(=CN2)N2CCC1(CCN(C1=O)CCOC)CC2)F